7-[[5-(4-methylpiperazin-1-yl)-2-pyridyl]amino]-4-(2-phenyl-1H-indol-3-yl)-2,3-dihydropyrrolo[3,4-c]pyridin-1-one CN1CCN(CC1)C=1C=CC(=NC1)NC=1C2=C(C(=NC1)C1=C(NC3=CC=CC=C13)C1=CC=CC=C1)CNC2=O